Ethyl-(2R)-methyl-(3S)-hydroxybutyrate C(C)[C@@H]([C@](C(=O)[O-])(O)C)C